(2R,4R)-5-(3'-Chloro-biphenyl-4-yl)-2-hydroxy-4-[(5-pyridin-3-yl-2H-pyrazole-3-carbonyl)-amino]-pentanoic acid ethyl ester C(C)OC([C@@H](C[C@@H](CC1=CC=C(C=C1)C1=CC(=CC=C1)Cl)NC(=O)C=1NN=C(C1)C=1C=NC=CC1)O)=O